6-chloro-1-(6-(3-methoxytetrahydrofuran-3-yl)pyridin-2-yl)-3-methyl-1H-pyrazolo[4,3-c]pyridine ClC1=CC2=C(C=N1)C(=NN2C2=NC(=CC=C2)C2(COCC2)OC)C